C(C)(C)(C)OC(=O)N[C@H](C(=O)O)CC1CCN(CC1)C (S)-2-((tert-Butoxycarbonyl)amino)-3-(1-methylpiperidin-4-yl)propionic acid